N[C@@H](CCC(=O)[O-])C(=O)[O-].[NH4+].[NH4+] Ammonium L-Glutamate